(5-(4-fluoro-2-hydroxyphenoxy)pyrimidin-4-yl)-2,7-diazaspiro[4.4]nonane-2-carboxylic acid tert-butyl ester C(C)(C)(C)OC(=O)N1C(C2(CC1)CNCC2)C2=NC=NC=C2OC2=C(C=C(C=C2)F)O